O1CCC(CC1)N1CC2=C(N=CN=C2)C2(C1=O)CNC2 6'-(tetrahydro-2H-pyran-4-yl)-5',6'-dihydro-7'H-spiro[azetidine-3,8'-pyrido[4,3-d]pyrimidin]-7'-one